1-(tert-butyl) 2-methyl (2S,3R)-3-aminopyrrolidine-1,2-dicarboxylate N[C@H]1[C@H](N(CC1)C(=O)OC(C)(C)C)C(=O)OC